(S)-2-((5,5-dimethyl-8-(4-methyl-4H-1,2,4-triazol-3-yl)-5H-chromeno[4,3-c]-pyridin-3-yl)amino)-6,6a,7,8-tetrahydro-9H-pyrido[2,3-b]pyrrolo[1,2-d][1,4]oxazin-9-one CC1(OC=2C=C(C=CC2C=2C=NC(=CC21)NC2=CC1=C(OC[C@H]3N1C(CC3)=O)N=C2)C2=NN=CN2C)C